tert-butyl (8-(4,4-difluoropiperidin-1-yl)-2-methoxy-1,7-naphthyridin-6-yl)carbamate FC1(CCN(CC1)C=1N=C(C=C2C=CC(=NC12)OC)NC(OC(C)(C)C)=O)F